(3S)-6-chloro-5-(3-chloro-6-methoxy-2-pyridyl)-3-methyl-7-(trifluoromethyl)-1,3-dihydro-1,4-benzodiazepin-2-one ClC1=C(C=CC2=C1C(=N[C@H](C(N2)=O)C)C2=NC(=CC=C2Cl)OC)C(F)(F)F